rac-methyl (5aR,6R,8aR)-5a-(4-bromophenyl)-3-chloro-8a-hydroxy-6-phenyl-5a,8a-dihydro-6H-cyclopenta[4,5]Furo[3,2-b]pyridine-7-carboxylate BrC1=CC=C(C=C1)[C@]12[C@](C3=NC=C(C=C3O1)Cl)(C=C([C@H]2C2=CC=CC=C2)C(=O)OC)O |r|